2-(4-(D-prolyl)piperazin-1-yl)-4-(((R)-1-(2,4-dichlorophenyl)ethyl)amino)-5-(2,2,2-trifluoroethoxy)pyrimidine N1[C@H](CCC1)C(=O)N1CCN(CC1)C1=NC=C(C(=N1)N[C@H](C)C1=C(C=C(C=C1)Cl)Cl)OCC(F)(F)F